(E)-N-ethyl-3-(5-methylfuran-2-yl)-N-(thiophen-2-ylmethyl)acrylamide C(C)N(C(\C=C\C=1OC(=CC1)C)=O)CC=1SC=CC1